[2-(4-fluorophenoxyl)-2-(4-fluorophenyl)-1-methyl-ethyl] (2S)-2-[(3-acetoxy-4-formamido-pyridine-2-carbonyl)amino]propanoate C(C)(=O)OC=1C(=NC=CC1NC=O)C(=O)N[C@H](C(=O)OC(C(C1=CC=C(C=C1)F)OC1=CC=C(C=C1)F)C)C